C(C)(C)(C)OC(=O)N(C1(CCN(CC1)C=1C2=CN(N=C2C(=CC1)C(=O)O)C)C)C 4-[4-[tert-butoxycarbonyl(methyl)amino]-4-methyl-1-piperidyl]-2-methyl-indazole-7-carboxylic acid